3-[(3R)-3-[(6-Chloro-5-methyl-1,2,4-triazin-3-yl)amino]-1-piperidyl]-N-(2,2-dimethoxyethyl)propanamide ClC1=C(N=C(N=N1)N[C@H]1CN(CCC1)CCC(=O)NCC(OC)OC)C